FC1=C(C=C(C(=C1OC)C(C)C)OC)\C=C\C1=C(C=CC=C1)F (E)-2-fluoro-1-(2-fluorostyryl)-4-isopropyl-3,5-dimethoxybenzene